CC1C(CC(CC1)=O)C1=C(C=CC(=C1)COC1OCCCC1)C 4-methyl-3-[2-methyl-5-(tetrahydropyran-2-yloxymethyl)phenyl]Cyclohexanone